CN1N=C(C(=C1)C1=CC=NC=C1)C1=CC=C(OC(C)C2=NC3=CC=CC=C3C=C2)C=C1 2-(1-(4-(1-methyl-4-(pyridin-4-yl)-1H-pyrazol-3-yl)phenoxy)ethyl)quinoline